FC(S(=O)(=O)OC1=CC(=NN1C1=NC(=CC=C1)C)NC(=O)OC(C)(C)C)(F)F 3-((Tert-Butoxycarbonyl) amino)-1-(6-methylpyridin-2-yl)-1H-pyrazol-5-yl trifluoromethanesulfonate